FC1(CCN(CC1)C1=CN=CC(=N1)NC(C1=C(C=C(C=C1)NS(=O)(=O)CCO)N1CC[Si](CC1)(C)C)=O)F N-(6-(4,4-difluoropiperidin-1-yl)pyrazin-2-yl)-2-(4,4-dimethyl-1,4-azasilinan-1-yl)-4-((2-hydroxyethyl)sulfonamido)benzamide